6-bromohexyl 3-hexylnonyl carbonate C(OCCCCCCBr)(OCCC(CCCCCC)CCCCCC)=O